6-Fluoro-4-methylnicotinaldehyde FC1=NC=C(C=O)C(=C1)C